C1(=CC=CC=C1)C#CC1=CC=C(N)C=C1 4-phenylethynyl-aniline